7-(1-(2-fluoro-6-methylphenyl)piperidin-4-yl)-3,8-dimethyl-5-((3-(trifluoromethyl)pyridine-2-yl)methyl)pyrido[2,3-b]pyrazin-6(5H)-one FC1=C(C(=CC=C1)C)N1CCC(CC1)C1=C(C=2C(=NC(=CN2)C)N(C1=O)CC1=NC=CC=C1C(F)(F)F)C